Tert-butyl 1-(2-{1-[5-(2,6-dioxopiperidin-3-yl)pyridin-2-yl]piperidin-4-yl}acetyl)-4-methylpiperidine-4-carboxylate O=C1NC(CCC1C=1C=CC(=NC1)N1CCC(CC1)CC(=O)N1CCC(CC1)(C(=O)OC(C)(C)C)C)=O